3-(4-azidofuran-3-oxymethyl)-3-azidomethyl-oxetane N(=[N+]=[N-])C=1C(=COC1)OCC1(COC1)CN=[N+]=[N-]